tert-butyl N-[(2S)-1-bromo-4,4,4-trifluorobutan-2-yl]carbamate BrC[C@H](CC(F)(F)F)NC(OC(C)(C)C)=O